N-(3-(2'-Amino-7'-oxo-5'H-spiro[cyclopropane-1,8'-pyrido[4,3-d]pyrimidine]-6'(7'H)-yl)-4-methylphenyl)-4'-methoxy-5-(trifluoromethyl)-[1,1'-biphenyl]-3-carboxyamide NC=1N=CC2=C(N1)C1(C(N(C2)C=2C=C(C=CC2C)NC(=O)CC=2C=C(C=C(C2)C(F)(F)F)C2=CC=C(C=C2)OC)=O)CC1